2-bromo-4,6-diphenyl-1,3,5-triazine BrC1=NC(=NC(=N1)C1=CC=CC=C1)C1=CC=CC=C1